O=S1CC(C1)NC(C1=CC=CC=C1)=O N-(cis-1-oxido-3-thietanyl)benzamide